3-fluoro-4-[[4-methyl-5-(5-methylthiazol-2-yl)oxy-3-pyridyl]methyl]-N-(methylsulfamoyl)pyridin-2-amine FC=1C(=NC=CC1CC=1C=NC=C(C1C)OC=1SC(=CN1)C)NS(NC)(=O)=O